C(CCCCCCCC(C)C)I isoundecyl iodide